(1S,3S,5S)-N-((4-carbamimidoyl-5-(trifluoromethyl)thiophen-2-yl)methyl)-5-methyl-2-((4-phenoxybutanoyl)glycyl)-2-azabicyclo[3.1.0]hexane-3-carboxamide C(N)(=N)C=1C=C(SC1C(F)(F)F)CNC(=O)[C@H]1N([C@H]2C[C@]2(C1)C)C(CNC(CCCOC1=CC=CC=C1)=O)=O